tris(4-formylphenyl)amine C(=O)C1=CC=C(C=C1)N(C1=CC=C(C=C1)C=O)C1=CC=C(C=C1)C=O